[Na].C(=CCCCCCC)C1C(=O)OC(C1)=O octenyl-succinic anhydride, sodium salt